3-(1-oxo-5-(1-(4-(pyridin-2-ylmethoxy)benzyl)piperidin-4-yl)isoindolin-2-yl)piperidine-2,6-dione O=C1N(CC2=CC(=CC=C12)C1CCN(CC1)CC1=CC=C(C=C1)OCC1=NC=CC=C1)C1C(NC(CC1)=O)=O